NC1=NC=C(C=N1)B1OC(C)(C)C(C)(C)O1 2-aminopyrimidine-5-boronic acid pinacol ester